N1CCC(CC1)C1=CNC2=NC=C(N=C21)C2CCC(CC2)=O 4-[7-(4-piperidyl)-5H-pyrrolo[2,3-b]pyrazin-2-yl]cyclohexanone